C(C)(C)(C)N(C(O)=O)[C@H]1CN(CCC1)CC1=CC(=NC=C1)C=1N(C(=CN1)C1=CC=C(C=C1)Br)COCC[Si](C)(C)C.N#CCCOCCOCCC#N 1,2-bis(3-nitrilopropoxy)ethane tert-butyl-(R)-(1-((2-(5-(4-bromophenyl)-1-((2-(trimethylsilyl)ethoxy)methyl)-1H-imidazol-2-yl)pyridin-4-yl)methyl)piperidin-3-yl)carbamate